NC1=NC(=CC(=[N+]1[O-])N)N1CCCCC1 2,4-diamino-6-piperidino-pyrimidine 3-oxide